Acryloxymethyl-methyldimethoxysilane C(C=C)(=O)OC[Si](OC)(OC)C